FC=1C=C2C=C(C(N(C2=CC1)C)=O)C=1C=2N(C(=CC1)CCC(=O)O)C=CN2 3-(8-(6-fluoro-1-methyl-2-oxo-1,2-dihydroquinolin-3-yl)imidazo[1,2-a]pyridin-5-yl)propionic acid